O1NCCCCCC1 oxaazacyclooctane